BrC1=C(C(=O)N)C(=CC=C1)N1C(C2(C3=CC=C(C=C13)C1CCC(CC1)CO)CCCCC2)=O 2-Bromo-6-(6'-(4-(hydroxymethyl)cyclohexyl)-2'-oxospiro[cyclohexane-1,3'-indolin]-1'-yl)benzamide